N-[4-(2-{2-[3-(5-tert-Butyl-2-p-tolyl-2H-pyrazol-3-yl)-ureido]-thiazol-5-yl}-ethyl)-pyridin-2-yl]-isobutyramide C(C)(C)(C)C=1C=C(N(N1)C1=CC=C(C=C1)C)NC(NC=1SC(=CN1)CCC1=CC(=NC=C1)NC(C(C)C)=O)=O